5-benzyl-N-(4-(5,6,7,8-tetrahydronaphthalen-1-yl)pyridin-2-yl)-4H-1,2,4-triazole-3-carboxamide C(C1=CC=CC=C1)C=1NC(=NN1)C(=O)NC1=NC=CC(=C1)C1=CC=CC=2CCCCC12